ClC=1C=C(C(NC1C1CCCCC1)=O)C(=O)O 5-chloro-6-cyclohexyl-2-oxo-1,2-dihydropyridine-3-carboxylic acid